(R)-(4-(3-methylmorpholinyl)-2-(1H-pyrazol-3-yl)-2,6,8,9-tetrahydro-7H-1,2,3,7-tetraazabenzo[cd]azulene-7-yl)(1-(trifluoromethyl)cyclopropyl)methanone C[C@H]1N(CCOC1)C=1C=C2C3=C(N(N=C3CCN(C2)C(=O)C2(CC2)C(F)(F)F)C2=NNC=C2)N1